N[C@H](C(=O)OCCCCCCCCCCCCCCCCCC)CC1=CC(=CC(=C1)F)F octadecyl (S)-2-amino-3-(3,5-difluorophenyl)propanoate